P(=O)(OC1=C(C(=C(C=C1)[N+](=O)[O-])CCSC(C(C)(C)C)=O)CCSC(C(C)(C)C)=O)([O-])[O-] Bis(S-pivaloyl-2-mercapto-ethan-1-yl)(4-nitrophenyl) phosphate